1-oxyl-2,2,6,6-tetramethylpiperazin-3-one ON1C(C(NCC1(C)C)=O)(C)C